(1R,3S)-3-(8-(2-(pyridin-4-yl)pyrido[3,4-d]pyrimidin-4-yl)-2,8-diazaspiro[4.5]decan-2-yl)cyclopentanol formate salt C(=O)O.N1=CC=C(C=C1)C=1N=C(C2=C(N1)C=NC=C2)N2CCC1(CCN(C1)[C@@H]1C[C@@H](CC1)O)CC2